(2S,4R)-4-isopropoxypyrrolidine-2-carboxylic acid benzyl ester C(C1=CC=CC=C1)OC(=O)[C@H]1NC[C@@H](C1)OC(C)C